(3S,6S,14S)-6-acetamido-N-((S)-1-(benzo[d]thiazol-2-yl)-5-guanidino-1-oxopentan-2-yl)-3-(4-hydroxybenzyl)-2,5,8-trioxo-1,4,9-triazacyclotetradecane-14-carboxamide C(C)(=O)N[C@@H]1C(N[C@H](C(N[C@@H](CCCCNC(C1)=O)C(=O)N[C@H](C(=O)C=1SC2=C(N1)C=CC=C2)CCCNC(=N)N)=O)CC2=CC=C(C=C2)O)=O